2-(4-methylphenyl)oxirane CC1=CC=C(C=C1)C1OC1